ClC=1C(=CC(=C(C(=O)NS(=O)(=O)C2=CC=C(C=C2)OCC2=CC(=CC=C2)C)C1)F)OCC1CCCC1 5-chloro-4-(cyclopentylmethoxy)-2-fluoro-N-((4-((3-methylbenzyl)oxy)phenyl)sulfonyl)benzamide